FC1=C(C=CC=C1)[C@H](C)NC (S)-1-(2-fluorophenyl)-N-methylethan-1-amine